N-(2,6-dioxo-3-piperidyl)-2-methyl-phenylacetamide O=C1NC(CCC1NC(CC1=C(C=CC=C1)C)=O)=O